The molecule is a CDP-diacylglycerol(2-) obtained by deprotonation of the diphosphate OH groups of CDP-1-stearoyl-2-oleoyl-sn-glycerol; major species at pH 7.3. It has a role as a human metabolite. It is a conjugate base of a CDP-1-stearoyl-2-oleoyl-sn-glycerol. CCCCCCCCCCCCCCCCCC(=O)OC[C@H](COP(=O)([O-])OP(=O)([O-])OC[C@@H]1[C@H]([C@H]([C@@H](O1)N2C=CC(=NC2=O)N)O)O)OC(=O)CCCCCCC/C=C\\CCCCCCCC